2,7-di-tert-butyl-9H-fluoren-9-yl-lithium C(C)(C)(C)C1=CC=2C(C3=CC(=CC=C3C2C=C1)C(C)(C)C)[Li]